BrCC1(CC(C(O1)=O)=C)C1=C(C=CC=C1)C 5-(bromomethyl)-3-methylene-5-(o-tolyl)dihydrofuran-2(3H)-one